Indolo[3,2-c]quinoline C1=C2C3=C(C=NC2=CC=C1)C1=CC=CC=C1N3